8-Fluoro-1-methyl-4-(3-(3-(methylamino)-1-(thiophen-2-yl)propoxy)phenyl)-1,2,3,4-tetrahydro-5H-pyrido[3,2-e][1,4]diazepin-5-one FC1=CC=2N(CCN(C(C2N=C1)=O)C1=CC(=CC=C1)OC(CCNC)C=1SC=CC1)C